FC1=C2C=NN(C2=CC=C1C#N)C1OCCCC1 4-fluoro-1-(tetrahydro-2H-pyran-2-yl)-1H-indazole-5-carbonitrile